COC1=NC2=CC=CN=C2C=C1C1=CN=C(N1)[C@H](CCCCCC(CC)=O)NC(=O)[C@H]1CC12CCN(CC2)C (S)-N-((S)-1-(5-(2-Methoxy-1,5-naphthyridin-3-yl)-1H-imidazol-2-yl)-7-oxononyl)-6-methyl-6-azaspiro[2.5]octan-1-carboxamid